CS(=O)(=O)CCO 2-(methylsulfonyl)ethanol